O=C1N(N=CC2=CC(=CC=C12)S(=O)(=O)C=1C=CC=C2C=CC=NC12)CC=1C=C(C=CC1)NC(OC(C)(C)C)=O tert-butyl (3-((1-oxo-6-(quinolin-8-ylsulfonyl)phthalazin-2(1H)-yl)methyl)phenyl)carbamate